C(=O)(OC(C)(C)C)N1CCC(CC1)NC1=CC=CC=C1 1-Boc-4-phenylaminopiperidine